perfluorohept-3-ene FC(C(C(=C(C(C(C(F)(F)F)(F)F)(F)F)F)F)(F)F)(F)F